C(C)(C)(C)OC(=O)N(C1=C([N+](=CC2=C(C(=CC=C12)F)Br)[O-])C(N(CCC)C(=O)OC(C)(C)C)=O)C(=O)OC(C)(C)C 4-(Bis(tert-butoxycarbonyl)amino)-8-bromo-3-((tert-butoxycarbonyl)(propyl)carbamoyl)-7-fluoroisoquinoline-2-oxide